CC1C(=O)OC(C(C1)C)=O 2,4-dimethylglutaric anhydride